2-(1-(4-Amino-3-iodo-1H-pyrazolo[3,4-d]pyrimidin-1-yl)ethyl)-6-fluoro-3-phenyl-4H-chromene NC1=C2C(=NC=N1)N(N=C2I)C(C)C=2OC1=CC=C(C=C1CC2C2=CC=CC=C2)F